C(C1=CC=CC=C1)NC=1N=C(C2=C(N1)SC1=C2CCCC1)N1CCN(CC1)C(C=C)=O 1-(4-(2-(benzylamino)-5,6,7,8-tetrahydrobenzo[4,5]thieno[2,3-d]pyrimidin-4-yl)piperazin-1-yl)prop-2-en-1-one